ClC1=CC=C(C2=C1C=C(O2)F)COC2=CC=CC(=N2)C2=CC[C@H](CC2)CC2=NC1=C(N2C[C@H]2OCC2)C=C(C=C1)C(=O)O 2-(((S)-4-(6-((4-chloro-2-fluorobenzofuran-7-yl)methoxy)pyridin-2-yl)cyclohex-3-ene-1-yl)methyl)-1-(((S)-oxetan-2-yl)methyl)-1H-benzo[d]imidazole-6-carboxylic acid